[IH2+].C1(=CC=CC=C1)[I+]C1=CC=CC=C1 diphenyliodonium, iodonium salt